Benzyl (E)-(((Cyclopropylmethyl)amino)(methylthio)methylene)carbamate C1(CC1)CN/C(/SC)=N\C(OCC1=CC=CC=C1)=O